CC1([C@H]([C@@H]1C1=NOC(=N1)C=1N=CSC1)C1=CC=C(C=C1)S(=O)(=O)N)C 4-{(1S,3S)-2,2-dimethyl-3-[5-(1,3-thiazol-4-yl)-1,2,4-oxadiazol-3-yl]cyclopropyl}benzenesulfonamide